CN1N=C(C(=C1C)C(=O)OCC([C@H](C[C@H]1C(NCCC1)=O)NC([C@@H](NC(=O)C=1NC2=CC=CC(=C2C1)OC)CC(C)C)=O)=O)C (3S)-3-{[N-(4-methoxy-1H-indole-2-carbonyl)-L-leucyl]amino}-2-oxo-4-[(3S)-2-oxopiperidin-3-yl]butyl 1,3,5-trimethyl-1H-pyrazole-4-carboxylate